8-((3R,4R)-4-(4-(tert-butyl)phenoxy)-3-ethylpiperidin-1-yl)-5-methyl-6-oxo-5,6-dihydro-1,5-naphthyridine-2-carbonitrile C(C)(C)(C)C1=CC=C(O[C@H]2[C@@H](CN(CC2)C2=CC(N(C=3C=CC(=NC23)C#N)C)=O)CC)C=C1